3-methylphenyl-sulfonamide CC=1C=C(C=CC1)S(=O)(=O)N